ClC=1C(=C(C=CC1Cl)NC=1C2=C(N=CN1)C=C(C(=N2)[C@@H]2CN(CCC2)C(=O)OC(C)(C)C)OC)F tert-butyl (S)-3-(4-((3,4-dichloro-2-fluorophenyl)amino)-7-methoxypyrido[3,2-d]pyrimidin-6-yl)piperidine-1-carboxylate